2-((3R,5R,8R,9S,10S,13S,14S,17S)-3-([1,1'-biphenyl]-4-yl)-3-hydroxy-10,13-dimethylhexadecahydro-1H-cyclopenta[a]phenanthrene-17-carboxamido)ethane-1-sulfonic acid C1(=CC=C(C=C1)[C@]1(CC[C@@]2([C@H]3CC[C@@]4([C@H](CC[C@H]4[C@@H]3CC[C@@H]2C1)C(=O)NCCS(=O)(=O)O)C)C)O)C1=CC=CC=C1